NC1=NNC=2C1=NC(=CC2)C2=C(C=C(C=C2)S(=O)(=O)N[C@@H]2[C@H](CCC2)O)Cl 4-(3-amino-1H-pyrazolo[4,3-b]pyridin-5-yl)-3-chloro-N-((1S,2S)-2-hydroxycyclopentyl)benzenesulfonamide